C(C)OC(C(=O)NNC(C1=C(C=CC(=C1)OC(F)(F)F)F)=O)=O 2-(2-(2-Fluoro-5-(trifluoromethoxy)benzoyl)hydrazino)-2-oxoacetic acid ethyl ester